3-(2-cyanopropan-2-yl)-N-(4-methyl-3-(4-(5-(2-morpholinoethoxy)pyridin-3-yl)-1H-pyrazol-1-yl)phenyl)benzamide C(#N)C(C)(C)C=1C=C(C(=O)NC2=CC(=C(C=C2)C)N2N=CC(=C2)C=2C=NC=C(C2)OCCN2CCOCC2)C=CC1